2,3-dimethoxy-benzoic acid methyl ester COC(C1=C(C(=CC=C1)OC)OC)=O